2-[4-(2,4-Diamino-pyrimidin-5-ylmethyl)-2-iodo-5-isopropyl-phenoxy]-ethanol NC1=NC=C(C(=N1)N)CC1=CC(=C(OCCO)C=C1C(C)C)I